1-(4-(2-(4-bromophenyl)-but-3-yn-2-yl)thiazol-2-yl)-3-(2-(piperazin-1-yl)-ethyl)urea BrC1=CC=C(C=C1)C(C)(C#C)C=1N=C(SC1)NC(=O)NCCN1CCNCC1